N[C@@H](C)C(=O)N1CCC(CC1)F 1-(L-alanyl)-4-fluoropiperidin